(-)-ditoluoyl-L-tartaric acid C=1(C(=CC=CC1)C(=O)[C@]([C@](C(=O)O)(O)C(=O)C=1C(=CC=CC1)C)(O)C(=O)O)C